5-indolin-1-ylsulfonyl-2H-isoquinolin-1-one N1(CCC2=CC=CC=C12)S(=O)(=O)C1=C2C=CNC(C2=CC=C1)=O